O=C1N(CC2=CC(=CC=C12)N1CCN(CC1)C1CNCC1)C1C(NC(CC1)=O)=O 3-(1-oxo-5-(4-(pyrrolidin-3-yl)piperazin-1-yl)isoindolin-2-yl)piperidine-2,6-dione